4-morpholinophenylboronic acid O1CCN(CC1)C1=CC=C(C=C1)B(O)O